N[C@H](CC1=C(C=2N=C(N=C(C2S1)NCC1=C(C=CC=C1)F)Cl)C)C 6-[(2S)-2-aminopropyl]-2-chloro-N-[(2-fluorophenyl)methyl]-7-methylthieno[3,2-d]pyrimidin-4-amine